N1C=CC=2C1=NC=C(C2)C=2C=C(CCNC(=O)C1CCCCC1)C=CC2 N-(3-(1H-pyrrolo[2,3-b]pyridin-5-yl)phenethyl)cyclohexanecarboxamide